Octane-8-amine hydrochloride Cl.CCCCCCCCN